CN(C1=CC=C(C=C2NC(N=C2)=O)C=C1)C p-dimethylaminobenzylidene-imidazolone